FC(C1=CC=CC(=N1)NC(=O)C=1C(=CC=2N(C1)C=C(N2)C[C@H]2COCC2)OCC)F N-[6-(difluoromethyl)-2-pyridinyl]-7-ethoxy-2-[[(3R)-tetrahydrofuran-3-yl]methyl]imidazo[1,2-a]pyridine-6-carboxamide